FC(C(=O)C1=CC=CC=C1)(\C=C(\C#CC1=CC=C(C=C1)F)/C1=CC=C(C=C1)F)F (E)-2,2-difluoro-4,6-bis(4-fluorophenyl)-1-phenylhex-3-en-5-yn-1-one